CC1=NC(=NC2=CC=CC=C12)NC=1N(C(=CN1)CCCNC(OCCCC)=O)COCC[Si](C)(C)C butyl (3-(2-((4-methylquinazolin-2-yl)amino)-1-((2-(trimethylsilyl)ethoxy)methyl)-1H-imidazol-5-yl)propyl)carbamate